[C@H]1([C@H](C([C@H]([C@H](C1O)O)OP(=O)(O)O)O)OP(=O)(O)O)O The molecule is a myo-inositol bisphosphate in which the two phosphate groups are located at positions 3 and 5 It is a conjugate acid of a 1D-myo-inositol 3,5-bisphosphate(4-).